(3-methoxy-4-(prop-2-yn-1-ylamino)phenyl)dimethylphosphine oxide COC=1C=C(C=CC1NCC#C)P(C)(C)=O